4,4-difluorobutan-1-ol FC(CCCO)F